2-acetamido-N-(5-methyl-4-(piperidin-4-yl)thiazol-2-yl)benzamide C(C)(=O)NC1=C(C(=O)NC=2SC(=C(N2)C2CCNCC2)C)C=CC=C1